P(=O)(OC1=C2C(=CNC2=CC=C1)C1C(C(N(C(C1([2H])[2H])([2H])[2H])C([2H])([2H])[2H])([2H])[2H])([2H])[2H])(O)O 3-(1-(methyl-d3)piperidin-4-yl-2,2,3,3,5,5,6,6-d8)-1H-indol-4-yl dihydrogen phosphate